3-(4-(ethylsulfonamido)-3-((4-fluorobenzyl)oxy)phenyl)-5-(pyrazin-2-ylamino)-1H-pyrazole-4-carboxamide C(C)S(=O)(=O)NC1=C(C=C(C=C1)C1=NNC(=C1C(=O)N)NC1=NC=CN=C1)OCC1=CC=C(C=C1)F